C[C@H]([C@H](C)O)O |r| rac-(2R,3S)-butane-2,3-diol